2-(1-Methyl-1H-pyrazol-4-yl)-N-[(2R)-1,1,1-trifluoro-3-hydroxy-3-methylbutan-2-yl]-6-[4-(trifluoromethoxy)phenyl]pyrimidin CN1N=CC(=C1)C1N(C(=CC=N1)C1=CC=C(C=C1)OC(F)(F)F)[C@@H](C(F)(F)F)C(C)(C)O